FC=1C(=C(\C=N\NS(=O)(=O)C2=CC=CC=C2)C=C(C1)\C=C\C1=CC=C(C=C1)N1CCCC1)O N'-((E)-3-fluoro-2-hydroxy-5-((E)-4-(pyrrolidin-1-yl)styryl)benzylidene)benzenesulfonohydrazide